2-amino-2-[6-(2-methoxyethoxy)-5-(2-trimethylsilylethynyl)-2,7-naphthyridin-4-yl]acetonitrile NC(C#N)C1=CN=CC2=CN=C(C(=C12)C#C[Si](C)(C)C)OCCOC